BrC1=CC(=CN1)CNC 1-(5-bromo-1H-pyrrol-3-yl)-N-methylmethylamine